(1S,2S)-N-(6-(5-chloro-6-fluoro-7-(1-(N-methylacetamido)ethyl)-1H-indazol-4-yl)imidazo[1,2-a]pyrazin-2-yl)-2-fluorocyclopropane-1-carboxamide ClC=1C(=C2C=NNC2=C(C1F)C(C)N(C(C)=O)C)C=1N=CC=2N(C1)C=C(N2)NC(=O)[C@H]2[C@H](C2)F